1-[6-(5-bromo-6-tetrahydropyran-4-yloxy-benzimidazol-1-yl)-3-(difluoromethyl)-2-pyridyl]-5-methyl-pyrazole-3-carbonitrile BrC1=CC2=C(N(C=N2)C2=CC=C(C(=N2)N2N=C(C=C2C)C#N)C(F)F)C=C1OC1CCOCC1